(4S)-2,2,4-trimethylpyrrolidine hydrochloride Cl.CC1(NC[C@H](C1)C)C